C(C)(C)(C)NC(C(C(C[C@H]1C(NCC1)=O)NC([C@H](CC1CC1)NC(\C=C\C1=C(C=C(C=C1)Cl)F)=O)=O)=O)=O N-(tert-butyl)-3-((S)-2-((E)-3-(4-chloro-2-fluorophenyl)acrylamido)-3-cyclopropylpropionamido)-2-oxo-4-((S)-2-oxopyrrolidin-3-yl)butanamide